tert-butyl-2,2'-bipyridine C(C)(C)(C)C=1C(=NC=CC1)C1=NC=CC=C1